FC1(CCOCC1)CC1=CC=C(C=C1)C=1C=C(C=2N=CN=C(C2N1)N[C@@H]1CNCCC1)C(=O)N (S)-6-(4-((4-fluorotetrahydro-2H-pyran-4-yl)methyl)phenyl)-4-(piperidin-3-ylamino)pyrido[3,2-d]pyrimidine-8-carboxamide